1-[(2R,4R)-2-methyltetrahydro-2H-pyran-4-yl]-2-[(3R)-tetrahydrofuran-3-yl]-1H-imidazo[4,5-c]quinoline-8-carbonitrile C[C@H]1OCC[C@H](C1)N1C(=NC=2C=NC=3C=CC(=CC3C21)C#N)[C@@H]2COCC2